BrC1=C(C=C(C=C1)[N+](=O)[O-])S(=O)(=O)N1CCC1 1-(2-bromo-5-nitro-phenyl)sulfonylazetidine